N1=C(C=CC=C1)C=1C=NC(=CC1)CN1C(C(N(C=C1)C12CC(C1)(C2)F)=O)=O 1-([2,3'-bipyridin]-6'-ylmethyl)-4-(3-fluorobicyclo[1.1.1]pentan-1-yl)-1,4-dihydropyrazine-2,3-dione